C(C)(C)(C)OC(=O)N1[C@H]2CC(C[C@@H]1CC2)N (1R,3r,5S)-3-amino-8-azabicyclo[3.2.1]octane-8-carboxylic acid tert-butyl ester